diamino-N-methyldiethylamine NC(C)(N(C)CC)N